C(C(C)C)[C@H]1CN(C=CN1)NCCC1(CCOC2(CCCC2)C1)C1=NC=CC=C1 (3S)-3-isobutyl-N-(2-(9-(pyridin-2-yl)-6-oxaspiro[4.5]decan-9-yl)ethyl)-2,3-dihydro-1H-pyrazin-1-amine